C(#N)[C@H]1N(CSC1)C(CNC(=O)C1=CC=NC2=CC=C(C=C12)N1C(CCC1)(C)C)=O (R)-N-(2-(4-cyanothiazolidin-3-yl)-2-oxoethyl)-6-(2,2-dimethylpyrrolidin-1-yl)-quinoline-4-carboxamide